CC1CCC(CC1)[C@@H](C(=O)O)NC(=O)OC(C)(C)C (S)-2-((tert-butoxycarbonyl)amino)-2-((1r,4S)-4-methylcyclohexyl)acetic acid